(5S)-2-fluoro-5-methyl-1,1-dioxo-2-[(2-oxo-3-phenylpropyl)carbamoyl]-1λ6-thiomorpholine-4-carboxylate FC1(CN([C@H](CS1(=O)=O)C)C(=O)[O-])C(NCC(CC1=CC=CC=C1)=O)=O